5-(cyclopropylmethyl)-7-fluoro-2-(2-methyl-2H-indazol-5-yl)-4-(6-methylpyridin-3-yl)-2,5-dihydro-3H-pyrrolo[3,2-c]pyridazin-3-one C1(CC1)CN1C=C(C2=NN(C(C(=C21)C=2C=NC(=CC2)C)=O)C2=CC1=CN(N=C1C=C2)C)F